N=1N2C(=CC1)C1(C=C2)CN(C1)C(=O)N 1H-spiro[azetidine-3,4'-pyrrolo[1,2-b]pyrazole]-1-carboxamide